CC(CN1CCN(CCC1=O)C(=O)OCCCC)C butyl 4-(2-methylpropyl)-5-oxo-1,4-diazepane-1-carboxylate